ClC=1C2=C(N=CN1)N(C(=C2C2=CC=C(C=C2)OC2=NC(=CC=C2)C)C2(CN(CC2)C(=O)OC(C)(C)C)O)C tert-butyl 3-(4-chloro-7-methyl-5-(4-((6-methylpyridin-2-yl)oxy)phenyl)-7H-pyrrolo[2,3-d]pyrimidin-6-yl)-3-hydroxypyrrolidine-1-carboxylate